C(CCCCCCCCCCCC)(=O)OC[C@@H](OC(CCCCCCCCCCCC)=O)COP(=O)(O)OCCN 1,2-Ditridecanoyl-sn-glycero-3-phosphoethanolamine